2-((2-((2-chloro-3-(3'-chloro-6-methoxy-5-((((5-oxopyrrolidin-2-yl)methyl)amino)methyl)-[2,4'-bipyridin]-2'-yl)phenyl)amino)-3-fluoropyridin-4-yl)methyl)-2,5-diazaspiro[3.4]octan-6-one ClC1=C(C=CC=C1C1=NC=CC(=C1Cl)C1=NC(=C(C=C1)CNCC1NC(CC1)=O)OC)NC1=NC=CC(=C1F)CN1CC2(C1)NC(CC2)=O